NC1=C(C(=C(C(=O)OC)C=C1N)F)F methyl 4,5-diamino-2,3-difluoro-benzoate